CCCCCCCCCCCCCCCCCCCCOC(=O)CCCCCCCCCCCCCCC The molecule is a palmitate ester resulting from the formal condensation of the carboxy group of palmitic acid with the hydroxy group of icosan-1-ol. It is a hexadecanoate ester and a wax ester. It derives from an icosan-1-ol.